COC1=CC=C(C=C1)C1=CNC=2N(C1=O)N=C(C2C2=CC=CC=C2)C2=CC=CC=C2 6-(4-methoxyphenyl)-2,3-diphenylpyrazolo[1,5-a]pyrimidin-7(4H)-one